CS(=O)(=O)OC(C)C1=CC(=NC=C1CCNC(=O)OC(C)(C)C)OC 1-[5-[2-(tert-butoxycarbonylamino)ethyl]-2-methoxy-4-pyridyl]ethyl methanesulfonate